oxalic acid, hydrobromide Br.C(C(=O)O)(=O)O